Tetracalcium phosphat P(=O)([O-])([O-])[O-].[Ca+2].[Ca+2].[Ca+2].[Ca+2]